O-(4-(1-(4-(perfluoroethoxy)phenyl)-1H-1,2,4-triazol-3-yl)benzyl)hydroxylamine FC(C(F)(F)F)(OC1=CC=C(C=C1)N1N=C(N=C1)C1=CC=C(CON)C=C1)F